ClC=1C=C(C=C(C1)NS(=O)(=O)C)NC(=O)C=1C=NN(C1)C1=NC=CC=C1C#N N-(3-chloro-5-(methylsulfonamido)phenyl)-1-(3-cyanopyridin-2-yl)-1H-pyrazole-4-carboxamide